2,4-dimethyl-pentan-2-amine phosphate P(=O)(O)(O)O.CC(C)(CC(C)C)N